N[C@H]1CN(C[C@@H](C1)F)C(=O)C1=CC2=C(N(C(=N2)C2=CC=3C(=NC(=CC3)C3=C(C=C(C=C3)O)Cl)N2CC2CC2)C)C(=C1)OC 4-(2-{5-[(3R,5R)-3-amino-5-fluoropiperidine-1-carbonyl]-7-methoxy-1-methyl-1H-1,3-benzodiazol-2-yl}-1-(cyclopropylmethyl)-1H-pyrrolo[2,3-b]pyridin-6-yl)-3-chlorophenol